C[Si](CCOCC=1N=CC2=C(N1)NC=C2)(C)C ((2-(trimethylsilyl)ethoxy)methyl)-7H-pyrrolo[2,3-d]pyrimidine